(4-(7-(4''-(((2-hydroxyethyl)amino)methyl)-2,2'-dimethyl-[1,1':3',1''-terphenyl]-3-yl)-[1,2,4]triazolo[4,3-a]pyridin-3-yl)benzyl)-L-proline OCCNCC1=CC=C(C=C1)C=1C(=C(C=CC1)C1=C(C(=CC=C1)C1=CC=2N(C=C1)C(=NN2)C2=CC=C(CN1[C@@H](CCC1)C(=O)O)C=C2)C)C